COC=1C=CC2=C(N=C(O2)C=2N=C3N(C=CC(=C3)C#N)C2NC)C1 2-(5-Methoxy-1,3-benzoxazol-2-yl)-3-(methylamino)imidazo[1,2-a]pyridine-7-carbonitrile